NCC1CCC(=CN1CC1=CC=CC=C1)NC(OC(C)(C)C)=O tert-butyl (6-(aminomethyl)-1-benzyl-1,4,5,6-tetrahydropyridin-3-yl)carbamate